9-benzyl-5-methylsulfonylaminomethoxy-7-methoxy-1,2,3,4-tetrahydrocarbazole-4-carboxamide C(C1=CC=CC=C1)N1C2=CC(=CC(=C2C=2C(CCCC12)C(=O)N)OCNS(=O)(=O)C)OC